(4-benzyl-1H-pyrazol-1-yl)-5-(p-chlorophenyl)-4-pyrimidinylamine C(C1=CC=CC=C1)C=1C=NN(C1)NC1=NC=NC=C1C1=CC=C(C=C1)Cl